(E)-1-(2-chloroacetyl)-3-(methoxy(phenyl)methylene)-2-oxoindoline-6-carboxylic acid methyl ester COC(=O)C1=CC=C2\C(\C(N(C2=C1)C(CCl)=O)=O)=C(\C1=CC=CC=C1)/OC